triethyl(2-{1,4,8,11-tetramethyl-13-[2-(triethylsilyl)ethynyl]pentacen-6-yl}ethynyl)silane C(C)[Si](C#CC1=C2C=C3C(=CC=C(C3=CC2=C(C2=CC3=C(C=CC(=C3C=C12)C)C)C#C[Si](CC)(CC)CC)C)C)(CC)CC